FC=1C(=CC(=NC1)NC1=NC=CC=C1)C1=CC2=C(N(N=C2C=C1)C)C(C)C 2-((5-fluoro-4-(3-isopropyl-2-methyl-2H-indazol-5-yl)pyridin-2-yl)amino)pyridine